FC=1C=CC(=C(C1)[C@@H]1N(CCC1)C=1C=CC=2N(N1)C(=CN2)C(=O)N[C@@H]2CNCC2)SC 6-[(2R)-2-[5-fluoro-2-(methylthio)phenyl]pyrrolidin-1-yl]-N-[(3S)-pyrrolidin-3-yl]imidazo[1,2-b]pyridazine-3-carboxamide